cis-N-(5-cyano-6-(difluoromethoxy)pyridin-3-yl)-2-fluoro-8-methyl-8-(1-methyl-1H-pyrazol-3-yl)-7,8-dihydro-6H-cyclopenta[e]pyrazolo[1,5-a]pyrimidine-6-carboxamide C(#N)C=1C=C(C=NC1OC(F)F)NC(=O)[C@@H]1C[C@@](C2=C1C=NC=1N2N=C(C1)F)(C1=NN(C=C1)C)C